1-(cyclopropylmethyl)-3-(4-(oxoarsanyl)phenyl)urea C1(CC1)CNC(=O)NC1=CC=C(C=C1)[As]=O